(14S)-2-iodoaniline IC1=C(N)C=CC=C1